COC=1C=C2CCNC(C2=CC1)=O 6-methoxy-3,4-dihydroisoquinolin-1(2H)-one